C(CC)C1(OC2=C(C(N1)=O)C=C(C=C2)NC(=O)C2=CC=1C(=CN=C(C1)Cl)N2)CCC N-(2,2-dipropyl-4-oxo-3,4-dihydro-2H-benzo[e][1,3]oxazin-6-yl)-5-chloro-1H-pyrrolo[2,3-c]pyridine-2-carboxamide